propenyl disulfide C(=CC)SSC=CC